2-Oxo-3-phenylbutyric acid sodium salt [Na+].O=C(C(=O)[O-])C(C)C1=CC=CC=C1